4-prenylcyclopenta-1,3-diene-1,3,5-triol C(C=C(C)C)C1=C(C=C(C1O)O)O